C(CCCCCC)C#N Heptyl Cyanide